(S)-(5-(2,4-difluorophenyl)-5-oxopentan-2-yl)carbamic acid t-butyl ester C(C)(C)(C)OC(N[C@@H](C)CCC(=O)C1=C(C=C(C=C1)F)F)=O